5-chloro-3-(2,2-difluoroethyl)-2-methylimidazo[4,5-b]pyridine ClC1=CC=C2C(=N1)N(C(=N2)C)CC(F)F